FC(C1=C(C(C2=CC=C(C=C2)OC(F)F)OC2CN(C2)C(=O)NC(C)CC)C=CC=C1)(F)F 3-[2-(trifluoromethyl)-4'-(difluoromethoxy)benzhydryloxy]-N-(sec-butyl)azetidine-1-carboxamide